Potassium n-butylpiperazate salt C(CCC)OC(=O)N1CCNCC1.[K]